C(#N)C=1C=CC(=C(C1)NS(=O)(=O)C=1C=C(C(=O)OC)C=CC1OC)N1CCC(CC1)(F)F methyl 3-(N-(5-cyano-2-(4,4-difluoropiperidin-1-yl) phenyl) sulfamoyl)-4-methoxybenzoate